C(#C)C=1C=CC=C2C=C(C=C(C12)CC(=O)[O-])OCOC [8-ethynyl-3-(methoxymethoxy)-1-naphthyl]acetate